NC1=NC2=CC(=CC=C2C(=N1)N[C@H]1CC2C[C@@H](C1C2)O)C2=CC=NN2 |r| rac-(2S,6S)-6-((2-amino-7-(1H-pyrazol-5-yl)quinazolin-4-yl)amino)bicyclo[2.2.1]heptan-2-ol